C1(=CC=CC=C1)NP1(=NP(=NP(=N1)(NC1=CC=CC=C1)NC1=CC=CC=C1)(NC1=CC=CC=C1)NC1=CC=CC=C1)NC1=CC=CC=C1 hexakis(phenylamino)cyclotriphosphazene